p-xylene-2-sulfonic acid C=1(C(=CC(=CC1)C)S(=O)(=O)O)C